CC=1C=C(C=CC1N1CCN(CC1)C)NC=1N=CC=2N=C(C=3C=CN=CC3C2N1)C1=C(C=CC=C1)C(F)(F)F N-(3-methyl-4-(4-methylpiperazin-1-yl)phenyl)-6-(2-(trifluoromethyl)phenyl)pyrimido[5,4-c][2,6]naphthyridin-2-amine